ClC=1C=C2C(=NC(N3C2=C(C1C1=C(C=C(C=C1)F)F)SCC3)=O)N3CC(N(CC3)C(=O)[O-])C 4-(9-chloro-10-(2,4-difluorophenyl)-5-oxo-2,3-dihydro-5H-[1,4]thiazino[2,3,4-ij]quinazolin-7-yl)-2-methylpiperazine-1-carboxylate